NC1=CC=C2C(=N1)CC[C@H]2NC(=O)[C@@H]2CCC=1N2C(C(=CN1)NCC1=CC(=CC(=C1)C)C)=O (S)-N-((R)-2-amino-6,7-dihydro-5H-cyclopenta[b]pyridin-5-yl)-3-((3,5-dimethylbenzyl)amino)-4-oxo-4,6,7,8-tetrahydropyrrolo[1,2-a]pyrimidine-6-carboxamide